6-{5-chloro-2-[(oxacyclohex-4-yl)amino]pyrimidin-4-yl}-2-[(oxolane-2-yl)methyl]-2,3-dihydro-1H-isoindol-1-one ClC=1C(=NC(=NC1)NC1CCOCC1)C1=CC=C2CN(C(C2=C1)=O)CC1OCCC1